CC1(CCN(CC1)C1=C2C(=NC=C1C(=O)N1CCN(CC1)S(=O)(=O)C)NN=C2)C#N 4-Methyl-1-(5-(4-(methylsulfonyl)piperazine-1-carbonyl)-1H-pyrazolo[3,4-b]pyridin-4-yl)piperidine-4-carbonitrile